(3R)-3-{[2-(3-methoxyphenyl)-10-methyl-[1,2,4]triazolo[1,5-c]quinazolin-5-yl]amino}pyrrolidin-2-one COC=1C=C(C=CC1)C1=NN2C(=NC=3C=CC=C(C3C2=N1)C)N[C@H]1C(NCC1)=O